BrC=1C=C(C=CC1)[C@@H](CC(=O)O)NC(=O)OC(C)(C)C (R)-3-(3-bromophenyl)-3-((tert-butoxycarbonyl)amino)propanoic acid